FC1=CC=C(C=C1)NC([C@@H](C)C=1C=C2CCCN(C2=CC1)C([C@@H](C(C)C)O)=O)=O (2S)-N-(4-fluorophenyl)-2-{1-[(2R)-2-hydroxy-3-methylbutanoyl]-1,2,3,4-tetrahydroquinolin-6-yl}propanamide